C(CCCCCCC)SC1=NC(=NC(=N1)SCCCCCCCC)NC1=CC(=C(C(=C1)C(C)(C)C)O)C(C)(C)C 2,4-bis(octylmercapto)-6-(3,5-di-t-butyl-4-hydroxyanilino)-1,3,5-triazine